C(=O)(O)OC(=O)O carboxylether